[4-[(3S)-3-(3-chlorophenoxy)pyrrolidin-1-yl]tetrahydropyran-4-yl]methanol ClC=1C=C(O[C@@H]2CN(CC2)C2(CCOCC2)CO)C=CC1